FC1=C(C#N)C=C(C=C1C#N)F 2,5-Difluoroisophthalonitrile